ClC=1C=C(C#N)C=C(C1)CCN1[C@@H](C[C@H](C1)COC1=CC=C(C=C1)S(=O)(=O)C)C 3-chloro-5-(2-((2R,4R)-2-methyl-4-((4-(methylsulfonyl)phenoxy)methyl)pyrrolidin-1-yl)ethyl)benzonitrile